C1(CCC1)NC1=C(C(=O)O)C=CC(=C1)[C@@H]1N(CCN(C1)CC(F)F)CC1=C2C=CNC2=C(C=C1OC)C (S)-2-(Cyclobutylamino)-4-(4-(2,2-difluoroethyl)-1-((5-methoxy-7-methyl-1H-indol-4-yl)methyl)piperazin-2-yl)benzoic acid